BrC1=CC=CC2=C1NC(=N2)C(=O)NC2=NC(=CC=C2)C2=NN=CN2C(C)C 7-Bromo-N-(6-(4-isopropyl-4H-1,2,4-triazol-3-yl)pyridin-2-yl)-1H-benzo[d]imidazole-2-carboxamide